2-[(2-aminoethyl)[2-[(2-hydroxyethyl)amino]ethyl]amino]ethanol NCCN(CCO)CCNCCO